OCC1(CCN(CC1)CC1=CC2=C(NC(OC2)=O)C=C1)CCC1=CC=CC=C1 6-((4-(hydroxymethyl)-4-phenethylpiperidin-1-yl)methyl)-1H-benzo[d][1,3]oxazin-2(4H)-one